2,3,12,15-tetrahydrobenzo[de]pyrano[3',4':6,7]indolizino[1,2-h]quinoline-10,13(1H,9H)-dione hydrochloride Cl.N1CCC2=C3C(C=C4C(=C13)CN1C(C3=C(C=C14)CC(OC3)=O)=O)=CC=C2